6-(6-(trifluoromethyl)pyridin-2-yl)-1,3,5-triazine-2,4(1H,3H)-dione FC(C1=CC=CC(=N1)C1=NC(NC(N1)=O)=O)(F)F